tridecyl 3-((3-(2-hexyldecanamido)-4-(((1-methylpiperidin-4-yl)methyl)amino)-4-oxobutyl)thio)propanoate C(CCCCC)C(C(=O)NC(CCSCCC(=O)OCCCCCCCCCCCCC)C(=O)NCC1CCN(CC1)C)CCCCCCCC